styrene dimethylaminoethyl-acrylate CN(C)CCOC(C=C)=O.C=CC1=CC=CC=C1